N-{4-methoxy-6-[(1H-pyrazol-1-yl)methyl]-1,2-benzoxazol-3-yl}-2-(trifluoromethyl)benzene-1-sulfonamide COC1=CC(=CC2=C1C(=NO2)NS(=O)(=O)C2=C(C=CC=C2)C(F)(F)F)CN2N=CC=C2